C(CCCCCCC\C=C/C\C=C/CCCCC)OC(CN1CCCC1)COCCCCCCCC\C=C/C\C=C/CCCCC 1-(2,3-bis(((9Z,12Z)-octadeca-9,12-dien-1-yl)oxy)propyl)pyrrolidine